N-((3S,4S)-4-fluoropyrrolidin-3-yl)-6-(6-(pyrrolidin-1-yl)imidazo[1,2-a]pyrazin-3-yl)pyridin-2-amine F[C@@H]1[C@H](CNC1)NC1=NC(=CC=C1)C1=CN=C2N1C=C(N=C2)N2CCCC2